[Si](C)(C)(C(C)(C)C)OCCOC1=NC=CC(=N1)N [2-[(tert-butyldimethylsilyl)oxy]ethoxy]pyrimidin-4-amine